tert-Butyl (4R)-4-[(1R)-5-[methoxy(methyl)amino]-5-oxo-1-propyl-pentyl]-2,2-dimethyl-oxazolidine-3-carboxylate CON(C(CCC[C@@H](CCC)[C@H]1N(C(OC1)(C)C)C(=O)OC(C)(C)C)=O)C